C1(CCC1)CNC1=NS(C2=C(N1)C(=CC=C2)C=2C(=NN(C2)C)C)(=O)=O 3-((cyclobutylmethyl)amino)-5-(1,3-dimethyl-1H-pyrazol-4-yl)-4H-benzo[e][1,2,4]thiadiazine 1,1-dioxide